[Cl-].C1(=CC=CC=C1)[P+](CC1=C(C=CC=C1)Cl)(C1=CC=CC=C1)C1=CC=CC=C1 triphenyl-(2-chlorobenzyl)phosphonium chloride